5-(2,3-difluoro-4-methoxy-phenyl)-N-[4-[4-[2-(dimethylamino)acetyl]piperazine-1-carbonyl]-3-methyl-phenyl]-1-methyl-imidazole-2-carboxamide FC1=C(C=CC(=C1F)OC)C1=CN=C(N1C)C(=O)NC1=CC(=C(C=C1)C(=O)N1CCN(CC1)C(CN(C)C)=O)C